5-Fluoro-4-[3-methyl-5-oxo-4-(prop-2-yl)-4,5-dihydro-1H-1,2,4-triazol-1-yl]-2-[(1S)-1-phenylethoxy]-N-[3-(trifluoromethyl)phenyl]benzamide FC=1C(=CC(=C(C(=O)NC2=CC(=CC=C2)C(F)(F)F)C1)O[C@@H](C)C1=CC=CC=C1)N1N=C(N(C1=O)C(C)C)C